COC1=CC=C(CN=C=O)C=C1 4-methoxy-benzyl isocyanate